4-(N,N-dimethylcarbamimidoyl)benzoic acid CN(C(=N)C1=CC=C(C(=O)O)C=C1)C